COC1CCN(CC1)C1CCC2=CC=CC=C12 1-(4-methoxypiperidin-1-yl)-2,3-dihydro-1H-inden